NC=1C(=C(C(=CC1)F)N(C(OC(C)(C)C)=O)CCF)F tert-Butyl (3-amino-2,6-difluorophenyl)(2-fluoroethyl)carbamate